ClC=1C=C2CC(N(CC2=CC1)C)=O 6-chloro-2-methyl-1,4-dihydroisoquinolin-3(2H)-one